1-(3,4-dimethoxyphenyl)-2-(2-methoxyphenoxy)ethane COC=1C=C(C=CC1OC)CCOC1=C(C=CC=C1)OC